OCCN1CCN(CC1)CCNC=C1CCC(CC1)C1=C(C=CC=C1)C(F)(F)F 2-(((2-(4-(2-hydroxyethyl)piperazin-1-yl)ethyl)amino)methylene)-5-(2-(trifluoromethyl)phenyl)cyclohexane